(S)-1-(5-(4-methyl-2-(p-tolyl)penta-2,3-dien-1-yl)-3-(p-tolyl)-4,5-dihydro-1H-pyrazol-1-yl)ethan-1-one CC(=C=C(C[C@H]1CC(=NN1C(C)=O)C1=CC=C(C=C1)C)C1=CC=C(C=C1)C)C